Cl.ClC=1C(=C(C=CC1)C1(CNC1)NC=1C=C2C(N(C=NC2=C(C1)F)C1CC1)=O)C 6-{[3-(3-chloro-2-methylphenyl)azetidin-3-yl]amino}-3-cyclopropyl-8-fluoroquinazolin-4-one hydrochloride